5-Tetradecenoylcarnitine C(CCCC=CCCCCCCCC)(=O)C(O)(C[N+](C)(C)C)CC([O-])=O